1,5-Difluoro-2-(allyloxy)aniline FC1(N)C(C=CC(=C1)F)OCC=C